triethoxyvanadium oxide [O-2].C(C)O[V+2](OCC)OCC